NCC1CCN(CC1)C(C=C)=O 1-(4-(aminomethyl)piperidin-1-yl)prop-2-en-1-one